4-((6-fluoro-2-methyl-1-propionyl-1,2,3,4-tetrahydroquinolin-4-yl)amino)benzoic acid FC=1C=C2C(CC(N(C2=CC1)C(CC)=O)C)NC1=CC=C(C(=O)O)C=C1